N1CCC(=CC1)N1C(NC2=C1C=CC=C2)=O 1-(1,2,3,6-tetrahydro-4-pyridyl)-2-benzimidazolone